BrC1=CC=C2C(=NC(=NC2=C1C)Cl)N1CCOCCC1=O 4-(7-bromo-2-chloro-8-methyl-quinazolin-4-yl)-1,4-oxazepan-5-one